C1(CCCCC1)P(C1=C(C=CC=C1)C1=C(C=CC=C1OC)OC)C1CCCCC1 dicyclohexyl[2',6'-dimethoxy[1,1'-biphenyl]-2-yl]phosphine